FC(C=1C(=C(C=CC1)[C@@H](C)NC=1C2=C(N=C(N1)C)C=NC(=C2)N2C[C@@H]1N(CC2)CCC1)F)F N-{(1R)-1-[3-(difluoromethyl)-2-fluorophenyl]ethyl}-6-[(8aR)-hexahydropyrrolo[1,2-a]pyrazin-2(1H)-yl]-2-methylpyrido[3,4-d]pyrimidin-4-amine